8-(2-methylsulfinylphenyl)-benz-imidazolo[2,1-b][1,3]benzoxazin-12-one CS(=O)C1=C(C=CC=C1)C1=CC2=C(C=C1)N1C(OC3=C(C1=O)C=CC=C3)=N2